6-chloro-1-(4,6-di(2-propanyl)-5-pyrimidinyl)-7-(2-fluoro-6-hydroxyphenyl)-4-((2S)-2-methyl-4-(2-propenoyl)-1-piperazinyl)pyrido[2,3-d]pyrimidin-2(1H)-one ClC1=CC2=C(N(C(N=C2N2[C@H](CN(CC2)C(C=C)=O)C)=O)C=2C(=NC=NC2C(C)C)C(C)C)N=C1C1=C(C=CC=C1O)F